N-[(1S)-1-(dicyclopropylmethyl)-2-[[5-(5-ethyl-3-methyl-1H-pyrazol-4-yl)-6-fluoro-2-pyridyl]amino]-2-oxo-ethyl]-2-propyl-pyrazole-3-carboxamide C1(CC1)C([C@@H](C(=O)NC1=NC(=C(C=C1)C=1C(=NNC1CC)C)F)NC(=O)C=1N(N=CC1)CCC)C1CC1